1-(4-chloro-3-fluoro-2-iodophenyl)-4-(tributylstannyl)-1H-1,2,3-triazole ClC1=C(C(=C(C=C1)N1N=NC(=C1)[Sn](CCCC)(CCCC)CCCC)I)F